FC=1C=C2C(=C(NC2=C(C1)F)C1=C(C(=C(C(=C1[2H])[2H])F)[2H])[2H])C1CC(C1)C(=O)O (1r,3r)-3-(5,7-Difluoro-2-(4-fluorophenyl-2,3,5,6-d4)-1H-indol-3-yl)cyclobutane-1-carboxylic acid